2-hydroxy-5-nitrophenol OC1=C(C=C(C=C1)[N+](=O)[O-])O